CC(C(=O)OCCNC(=O)OC1=CC(=C(C=C1)N1N=C2C(=N1)C=CC=C2)O)=C 2-[[[4-(2H-benzotriazol-2-yl)-3-hydroxyphenoxy]carbonyl]amino]ethyl 2-methyl-2-propenoate